dimethyl phthalate C(C=1C(C(=O)OC)=CC=CC1)(=O)OC